ClC=1C(=C(C=CC1CC(F)(F)F)NC=1C2=C(N=CN1)C=C(C(=N2)N2[C@@H]1CN[C@H](C2)C1)F)F N-[3-chloro-2-fluoro-4-(2,2,2-trifluoroethyl)phenyl]-6-[(1S,4S)-2,5-diazabicyclo[2.2.1]heptan-2-yl]-7-fluoro-pyrido[3,2-d]pyrimidin-4-amine